P(=O)(O)(O)[O-].[K+] Potassium Dihydrogen-Phosphate